(1S,2R)-2-(((S)-(6-fluoro-5-isopropylpyridin-2-yl)(1H-indazol-6-yl)methyl)carbamoyl)cyclopentane-1-carboxylic acid FC1=C(C=CC(=N1)[C@H](C1=CC=C2C=NNC2=C1)NC(=O)[C@H]1[C@H](CCC1)C(=O)O)C(C)C